4-chloro-3-(7,7-difluoro-5-azaspiro[2.4]heptan-5-yl)-1H-indazole ClC1=C2C(=NNC2=CC=C1)N1CC2(CC2)C(C1)(F)F